5-(4-isopropyl-5-(8-methyl-[1,2,4]triazolo[1,5-a]pyridin-6-yl)-1H-pyrazol-3-yl)-2-(piperidin-4-yl)thiazole C(C)(C)C=1C(=NNC1C=1C=C(C=2N(C1)N=CN2)C)C2=CN=C(S2)C2CCNCC2